FC(OC1=CC=C(C=C1)C1=CN=C2N1C=CN=C2NC2=CC(=C(C(=O)NCCOCCN1CC3(CC1)COCCC3)C=C2)C)F 4-[[3-[4-(difluoromethoxy)phenyl]imidazo[1,2-a]pyrazin-8-yl]amino]-2-methyl-N-[2-[2-(7-oxa-2-azaspiro[4.5]decan-2-yl)ethoxy]ethyl]benzamide